F[C@H]1CN(CC[C@H]1NC1=C2C=C(N(C2=CC=C1)CC(F)(F)F)C#CCNC1=C(C=C(C(=O)N(C)C)C=C1)OC)C 4-{[3-(4-{[(3S,4R)-3-fluoro-1-methylpiperidin-4-yl]amino}-1-(2,2,2-trifluoroethyl)-1H-indol-2-yl)prop-2-yn-1-yl]amino}-3-methoxy-N,N-dimethylbenzamide